C(C)(C)(C)OC(NC\C=C(/F)\S(=O)(=O)C1=CC=CC=C1)=O N-[(2E)-3-(benzenesulfonyl)-3-fluoroprop-2-en-1-yl]carbamic acid tert-butyl ester